FC1=C(C=C(C=C1)CC1=NNC(C2=CC=CC=C12)=O)C1=CC=C2C(=N1)N=C(N2)NC(OCC)=O Ethyl (5-(2-fluoro-5-((4-oxo-3,4-dihydrophthalazin-1-yl)methyl)phenyl)-1H-imidazo[4,5-b]pyridin-2-yl)carbamate